1-(4-((7-methoxy-4-((2',4',6'-trifluoro-4-methoxy-[1,1'-biphenyl]-3-yl)amino)quinazolin-6-yl)oxy)piperidin-1-yl)prop-2-en-1-one COC1=C(C=C2C(=NC=NC2=C1)NC=1C=C(C=CC1OC)C1=C(C=C(C=C1F)F)F)OC1CCN(CC1)C(C=C)=O